C(CCCCCCCCC=CC)(=O)O 10-Dodecenoic acid